(-)-1-(3-cyano-4-fluorophenyl)-N-(5-((cyclopropylmethylamino)(phenyl)methyl)-2-fluorophenyl)-3-(trifluoromethyl)-1H-pyrazole-5-carboxamide C(#N)C=1C=C(C=CC1F)N1N=C(C=C1C(=O)NC1=C(C=CC(=C1)C(C1=CC=CC=C1)NCC1CC1)F)C(F)(F)F